2-(6-{5-chloro-2-[(oxacyclohex-4-yl)amino]pyrimidin-4-yl}-1-oxo-2,3-dihydro-1H-isoindol-2-yl)-N-[(1S)-1-(hydroxymethyl)-6-methoxy-2,3-dihydro-1H-inden-1-yl]acetamide ClC=1C(=NC(=NC1)NC1CCOCC1)C1=CC=C2CN(C(C2=C1)=O)CC(=O)N[C@]1(CCC2=CC=C(C=C12)OC)CO